C1(=CC=CC=C1)NC(NC=1C=C(C=CC1)S(=O)(=O)NC1=CC=CC=C1)=O 3-(3-phenylureido)benzenesulfonyl-aniline